sodium bis(4-cumylphenyl) phosphate P(=O)(OC1=CC=C(C=C1)C(C)(C)C1=CC=CC=C1)(OC1=CC=C(C=C1)C(C)(C)C1=CC=CC=C1)[O-].[Na+]